trimethyl-(3-((methylthio)methoxy)prop-1-yn-1-yl)silane C[Si](C#CCOCSC)(C)C